3-((6-amino-5-fluoropyridin-3-yl)ethynyl)-N-(3-(tert-butyl)-1-(quinolin-6-yl)-1H-pyrazole-5-yl)-4-methylbenzamide NC1=C(C=C(C=N1)C#CC=1C=C(C(=O)NC2=CC(=NN2C=2C=C3C=CC=NC3=CC2)C(C)(C)C)C=CC1C)F